O1C(=CC2=C1C=CC=C2)C=CC(=O)N2C(OCC2C2=CC=CC=C2)=O 3-(3-(benzofuran-2-yl)acryloyl)-4-phenyloxazolidin-2-one